NC1=C(C(=NC(=N1)N1CCC2(CC1)CC1=C(N=CS1)[C@H]2N)C(=O)N)C2=C(C(=CC=C2)Cl)Cl 6-amino-2-[(4S)-4-amino-4,6-dihydrospiro[cyclopenta[d][1,3]thiazole-5,4'-piperidin]-1'-yl]-5-(2,3-dichlorophenyl)pyrimidine-4-carboxamide